CN[C@@H](CCCCN)C(=O)O Nα-methyllysine